(R)-6-(3-(2,3-difluorophenyl)isoxazolidin-2-yl)-N-(2-methoxy-4-(4-(4-(oxetan-3-yl)piperazin-1-yl)piperidin-1-yl)phenyl)pyrimidin-4-amine FC1=C(C=CC=C1F)[C@@H]1N(OCC1)C1=CC(=NC=N1)NC1=C(C=C(C=C1)N1CCC(CC1)N1CCN(CC1)C1COC1)OC